6-cyclopropyl-4,7-dimethyl-1,3-dihydro-2H-indene-2,2-dicarboxylic acid dimethyl ester COC(=O)C1(CC2=C(C(=CC(=C2C1)C)C1CC1)C)C(=O)OC